1-(1-(5-(5-(2,3-dihydro-1H-inden-4-yl)-6-methoxy-1H-pyrazolo[4,3-b]pyridin-3-yl)pyridin-2-yl)-3-azabicyclo[3.1.0]hex-3-yl)-2-hydroxyethan-1-one C1CCC2=C(C=CC=C12)C1=C(C=C2C(=N1)C(=NN2)C=2C=CC(=NC2)C21CN(CC1C2)C(CO)=O)OC